COC(\C=C\C=C\C)=O.FC=1C=C(C=CC1OC1=CC=CC=C1)NC=1C2=CNC=3N=CN=C(N(N1)C1CCN(CC1)C(C=C)=O)C32 1-(4-(3-((3-fluoro-4-phenoxyphenyl)amino)-1,4,5,6,8-pentazaacenaphthylen-5(1H)-yl)piperidin-1-yl)prop-2-en-1-one Methylsorbat